(R)-(5-fluoro-1-((R)-5-(pyridin-2-yl)-2,3-dihydro-1H-indene-2-carbonyl)indolin-6-yl)(imino)(2-methoxyethyl)-λ6-sulfanone FC=1C=C2CCN(C2=CC1[S@](=O)(CCOC)=N)C(=O)[C@@H]1CC2=CC=C(C=C2C1)C1=NC=CC=C1